C(C)S(=O)(=O)C1=CC=C(C=C1)[C@H](CNC=O)NC(C1=CC=CC=C1)=O N-((R)-1-(4-(ethylsulfonyl)phenyl)-2-formamidoethyl)benzamide